Tert-butyl 6-{4-[7'-(2-methylcyclopentyl)-6'-oxospiro[cyclopropane-1,5'-pyrrolo[2,3-d]pyrimidin]-2'-ylamino]piperidin-1-ylsulfonyl}-2,6-diazaspiro[3.3]heptane-2-carboxylate CC1C(CCC1)N1C(C2(C3=C1N=C(N=C3)NC3CCN(CC3)S(=O)(=O)N3CC1(CN(C1)C(=O)OC(C)(C)C)C3)CC2)=O